(5,7-difluoro-1,3-dimethylindol-2-yl)methanol 4,6-dimethylcyclohexadieneacetylpentylphosphinate CC1=CC=C(C(C1)C)CC(=O)CCCCCP(=O)OCC=1N(C2=C(C=C(C=C2C1C)F)F)C